COC(=O)C1=CC=NC2=CC=C(C=C12)N1C(CC1)(C)C 6-(2,2-Dimethylazetidin-1-yl)quinoline-4-carboxylic acid methyl ester